butyl 3-((6-bromo-5-fluoro-3-methylpyridin-2-yl)carbamoyl)-2-azabicyclo[3.1.0]hexane-2-carboxylate BrC1=C(C=C(C(=N1)NC(=O)C1N(C2CC2C1)C(=O)OCCCC)C)F